(5S)-3-((2-((S)-amino(4,4-difluorocyclohexyl)methyl)imidazo[1,2-b]pyridazin-6-yl)methyl)-5-(trifluoromethyl)piperidin-2-one N[C@H](C=1N=C2N(N=C(C=C2)CC2C(NC[C@H](C2)C(F)(F)F)=O)C1)C1CCC(CC1)(F)F